(S)-4-(11-(3-Aminopyrrolidin-1-yl)-7,8,9,10-tetrahydro-6H-cyclohepta[b]quinolin-2-yl)-N-(3-(morpholinesulfonyl)phenyl)pyridin-2-amine hydrochloride Cl.N[C@@H]1CN(CC1)C1=C2C(=NC3=CC=C(C=C13)C1=CC(=NC=C1)NC1=CC(=CC=C1)S(=O)(=O)N1CCOCC1)CCCCC2